COC([C@@H](NC1CCC1)C)=O cyclobutyl-alanine methyl ester